(2R)-(+)-1,1-bis(4-methoxyphenyl)-3-methyl-1,2-butanediamine CC(C)[C@H](C(C1=CC=C(C=C1)OC)(C2=CC=C(C=C2)OC)N)N